C1(=CC=C(C=C1)N1C(SC=C1)=N)C 3-(p-tolyl)thiazole-2(3H)-imine